FC(C1=CN=C2N1C=C(C=C2)C2=CNC=1N=C(N=CC12)N[C@@H](C(F)(F)F)C)F (R)-5-(3-(difluoromethyl)imidazo[1,2-a]pyridin-6-yl)-N-(1,1,1-trifluoropropan-2-yl)-7H-pyrrolo[2,3-d]pyrimidin-2-amine